5-(benzyloxy)-N-(3,3-bis(hydroxymethyl)cyclobutyl)-2-methylbenzofuran-3-carboxamide C(C1=CC=CC=C1)OC=1C=CC2=C(C(=C(O2)C)C(=O)NC2CC(C2)(CO)CO)C1